CN1N=C2C(=C1)SC(=C2)C=O (2-methyl-2H-thieno[3,2-c]pyrazol-5-yl)methanone